6'-(difluoromethoxy)-N-((2-fluoro-5-methoxybenzyl)oxy)-[3,3'-bipyridine]-5-carboxamide FC(OC1=CC=C(C=N1)C=1C=NC=C(C1)C(=O)NOCC1=C(C=CC(=C1)OC)F)F